C1(CCC1)C1=CC=2C(=C3N(CCN(C3)C(CCOCCC)=O)C2N=C1)F 1-(3-(3-cyclobutyl-5-fluoro-8,9-dihydropyrido[3',2':4,5]pyrrolo[1,2-a]pyrazin-7(6H)-yl)-3-oxopropoxy)propan